2'-Chloro-N-(5-(5-chloro-2-methyl-nicotinoyl)-5,6-dihydro-4H-pyrrolo[3,4-d]thiazol-2-yl)-5'-methoxy-6-methyl-[4,4'-bipyridine]-3-carboxamide ClC1=NC=C(C(=C1)C1=C(C=NC(=C1)C)C(=O)NC=1SC2=C(N1)CN(C2)C(C2=C(N=CC(=C2)Cl)C)=O)OC